di-tert-butyl-(2',4',6'-tricyclohexyl-3,6-dimethoxy-[1,1'-biphenyl]-2-yl)phosphine platinum-titanium [Ti].[Pt].C(C)(C)(C)P(C1=C(C(=CC=C1OC)OC)C1=C(C=C(C=C1C1CCCCC1)C1CCCCC1)C1CCCCC1)C(C)(C)C